C(C)OC=O.C(C)(C)(C)OC(=O)N[N+]1=CC=CC(=C1)C=O ((tert-Butoxycarbonyl)amino)-5-formylpyridinium ethyl-formate